1-(5-((5-chloro-4-(1-(4-fluorobenzoyl)pyrrolidin-3-yl)pyrimidin-2-yl)amino)pyridin-3-yl)pyrrolidin-2-one ClC=1C(=NC(=NC1)NC=1C=C(C=NC1)N1C(CCC1)=O)C1CN(CC1)C(C1=CC=C(C=C1)F)=O